N-(3-((5-chloro-2-((1-(2-hydroxyethyl)-1H-pyrazol-4-yl)amino)pyrimidin-4-yl)amino)-4-fluorophenyl)acrylamide ClC=1C(=NC(=NC1)NC=1C=NN(C1)CCO)NC=1C=C(C=CC1F)NC(C=C)=O